N-(4-(4-amino-7-cyano-3-(4-((4-(difluoromethyl)pyrimidin-2-yl)oxy)phenyl)-1-methyl-1H-pyrrolo[3,2-c]pyridin-2-yl)-3-fluorophenyl)acrylamide NC1=NC=C(C2=C1C(=C(N2C)C2=C(C=C(C=C2)NC(C=C)=O)F)C2=CC=C(C=C2)OC2=NC=CC(=N2)C(F)F)C#N